C(C)(C)(C)[C@H]1C(N(CCN1C=1C2=C(N(C(N1)=O)C=1C(=NC=CC1C)C(C)C)N=C(C(=C2)Cl)Cl)C(=O)O)(C)C tert-butyl-(S,S)-4-(7-chloro-6-chloro-1-(2-isopropyl-4-methylpyridin-3-yl)-2-oxo-1,2-dihydropyrido[2,3-d]pyrimidin-4-yl)-dimethylpiperazine-1-carboxylic acid